N-(1-(5-methyl-1-(4-(trifluoromethyl)phenyl)-1H-pyrazolo[4,3-b]pyridin-3-yl)pyrrolidin-3-yl)acrylamide CC1=CC=C2C(=N1)C(=NN2C2=CC=C(C=C2)C(F)(F)F)N2CC(CC2)NC(C=C)=O